N1(CCC1)CCC=1C(=CC(N(C1)C(C(=O)N[C@@H](CC(=O)O)C=1C(=C(C=C(C1F)C(F)(F)F)C1=C(C=C(C=C1C)C)C)F)CC(C)C)=O)C(F)(F)F (3S)-3-(2-(5-(2-(azetidin-1-yl)ethyl)-2-oxo-4-(trifluoromethyl)pyridin-1(2H)-yl)-4-methylpentanamido)-3-(2,4-difluoro-2',4',6'-trimethyl-5-(trifluoromethyl)biphenyl-3-yl)propanoic acid